C1C[C@@H]([C@H](C1)O)N.Cl Trans-(1S,2S)-2-Aminocyclopentanol hydrochloride